2-Acetamido-N-(4-nitrophenyl)benzamide C(C)(=O)NC1=C(C(=O)NC2=CC=C(C=C2)[N+](=O)[O-])C=CC=C1